BrC1=C(C=C2C(=C(C(=NC2=C1F)OC[C@H]1N(CCC1)C)[N+](=O)[O-])N(C1C2CN(C1C2)C(=O)OC(C)(C)C)C(=O)OC(C)(C)C)I tert-butyl 5-((7-bromo-8-fluoro-6-iodo-2-(((S)-1-methylpyrrolidin-2-yl)methoxy)-3-nitroquinolin-4-yl)(tert-butoxycarbonyl)amino)-2-azabicyclo[2.1.1]hexane-2-carboxylate